2-[(2S)-1,4-dioxan-2-ylmethyl]-8-methyl-N-[(2S)-tetrahydrofuran-2-ylmethyl]-4,5-dihydro-2H-furo[2,3-g]indazole-7-carboxamide O1[C@H](COCC1)CN1N=C2C3=C(CCC2=C1)OC(=C3C)C(=O)NC[C@H]3OCCC3